(S)-methyl 4-(2-(4-(5-chloro-2-(4-(trifluoromethyl)-1H-1,2,3-triazol-1-yl) phenyl)-5-methoxy-2-oxopyridin-1(2H)yl)-3-(5-methylisoxazol-3-yl) propanamido)-2-fluorobenzoate ClC=1C=CC(=C(C1)C1=CC(N(C=C1OC)[C@H](C(=O)NC1=CC(=C(C(=O)OC)C=C1)F)CC1=NOC(=C1)C)=O)N1N=NC(=C1)C(F)(F)F